BrC=1C=C2CCC=3N(C2=C(C1)[N+](=O)[O-])C(=NN3)C 7-bromo-1-methyl-9-nitro-4,5-dihydro-[1,2,4]triazolo[4,3-a]quinoline